NC1=CC(=NC=C1)C(C)(C)O 2-(4-aminopyridin-2-yl)propan-2-ol